1-(4-(3-(4-amino-2-butyl-1-(3-hydroxy-2-(hydroxymethyl)-2-methylpropyl)-1H-imidazo[4,5-c]quinolin-7-yl)propyl)piperazin-1-yl)ethan-1-one NC1=NC=2C=C(C=CC2C2=C1N=C(N2CC(CO)(C)CO)CCCC)CCCN2CCN(CC2)C(C)=O